CCCCCC(CC)OC(=O)CCCCC(=O)OC(CC)CCCCC di(ethylhexyl) adipate